C1(CC1)C=1C(=CC(=C(C1)CN1CCC2(CN(C(O2)=O)C2=CC=C(C=C2)I)CC1)OCC)C1=CC=C(C=C1)F 8-[[5-cyclopropyl-2-ethoxy-4-(4-fluorophenyl)phenyl]methyl]-3-(4-iodophenyl)-1-oxa-3,8-diazaspiro[4.5]decan-2-one